C(CCCCC)C(C(=O)OCCN(C(OCCSSCCOCCN(CC)CC)=O)CCOC(C(CCCCCCCC)CCCCCC)=O)CCCCCCCC 15-ethyl-3-(2-((2-hexyldecanoyl)oxy)ethyl)-4-oxo-5,12-dioxa-8,9-dithia-3,15-diazaheptadecyl 2-hexyldecanoate